OC1=CC(=NC=C1C1COCC1)OC 4-hydroxy-2-methoxy-5-(oxolan-3-yl)pyridine